5-[2-(4-Fluorophenyl)-7-morpholino-imidazo[4,5-b]pyridin-3-yl]indolin FC1=CC=C(C=C1)C1=NC=2C(=NC=CC2N2CCOCC2)N1C=1C=C2CCNC2=CC1